(S)-2-(2-isopropylphenyl)-9-(1-(4-(1-methyl-4-(trifluoromethyl)-1H-imidazol-2-yl)phenyl)ethyl)-7,9-dihydro-8H-purin-8-one C(C)(C)C1=C(C=CC=C1)C1=NC=C2NC(N(C2=N1)[C@@H](C)C1=CC=C(C=C1)C=1N(C=C(N1)C(F)(F)F)C)=O